2-(trifluoromethyl)-benzamide FC(C1=C(C(=O)N)C=CC=C1)(F)F